alpha-(3-chlorobenzyl)-proline ClC=1C=C(C[C@@]2(NCCC2)C(=O)O)C=CC1